ClC=1C=C(C=C(C1)C(F)(F)F)NC=1N(C2=NC(=NC=C2N1)NC1CCCC1)CCC(C)NC(OC(C)(C)C)=O tert-butyl (4-(8-((3-chloro-5-(trifluoromethyl)phenyl) amino)-2-(cyclopentylamino)-9H-purin-9-yl)butan-2-yl)carbamate